NCC(C)(C)S(=O)(=O)C1(CC1)CN1C(C2=C(CC1)C(=NN2C)C(=O)NCC2=CC=C(C=C2)C#N)=O 6-((1-((1-Amino-2-methylpropan-2-yl)sulfonyl)cyclopropyl)methyl)-N-(4-cyanobenzyl)-1-methyl-7-oxo-4,5,6,7-tetrahydro-1H-pyrazolo[3,4-c]pyridine-3-carboxamide